OC1=CC=C(C=C1)[C@@H]1OC=2C=CC(=CC2[C@H]2[C@@H]1CC(C2)=C)O (3aS,4R,9bR)-4-(4-Hydroxy-phenyl)-2-methylene-1,2,3,3a,4,9b-hexahydro-cyclopenta[c]chromen-8-ol